(3R)-3-[({4-[7-(aminocarbonyl)-5-fluoro-2H-indazol-2-yl]phenyl}amino)carbonyl]-1-methylpiperidinium chloride [Cl-].NC(=O)C1=CC(=CC2=CN(N=C12)C1=CC=C(C=C1)NC(=O)[C@H]1C[NH+](CCC1)C)F